COC(=O)NC1=CC=C(C(=O)N[C@H](C(=O)O)CC2=CC=C(C=C2)N2C(CCCC2)=O)C=C1 (S)-2-{4-[(methoxycarbonyl)amino]Benzamido}-3-[4-(2-oxopiperidin-1-yl)phenyl]-propionic acid